NC1=C(C2=CC=CC(=C2C=C1)C1CC1)NC(C1=CC=C(C=C1)F)=O N-(2-amino-5-cyclopropylnaphthalen-1-yl)-4-fluorobenzamide